FC(C(=O)O)(F)F.C(CC)#N propionitrile trifluoroacetate salt